N-(2-(3-hydroxy-3-methylbutyl)-6-(pyridin-4-yl)-2H-indazol-5-yl)-2-(pyridin-4-yl)thiazole-4-carboxamide OC(CCN1N=C2C=C(C(=CC2=C1)NC(=O)C=1N=C(SC1)C1=CC=NC=C1)C1=CC=NC=C1)(C)C